NC1=C(C=C(C(=N1)F)C1=NN2CC(N(CCC2=C1)C(C)C)=O)C=1C=C2CCNC(C2=CC1)=O 2-(6-amino-2-fluoro-5-(1-oxo-1,2,3,4-tetrahydroisoquinolin-6-yl)pyridin-3-yl)-6-isopropyl-5,6-dihydro-4H-pyrazolo[1,5-d][1,4]diazepin-7(8H)-one